(S)-N-((1H-Pyrrolo[3,2-c]pyridine-2-yl)methyl)-2-(3-((1-(dibenzo[b,d]furan-2-yl)-2-hydroxyethyl)amino)-2-oxo-6-(piperidin-1-yl)pyrazin-1(2H)-yl)acetamide N1C(=CC=2C=NC=CC21)CNC(CN2C(C(=NC=C2N2CCCCC2)N[C@H](CO)C2=CC1=C(OC3=C1C=CC=C3)C=C2)=O)=O